C(#N)C1=CC=C(C=C1)N1N=NC=2C1=NC=C(C2)C(=O)OC methyl 3-(4-cyanophenyl)-3H-[1,2,3]triazolo[4,5-b]pyridine-6-carboxylate